NC1=CC(=C(C=C1)N1CCS(CC1)(=O)=O)F 4-(4-amino-2-fluorophenyl)thiomorpholine 1,1-dioxide